ONC(C(C)(C)C)C(=O)O hydroxy-t-butylglycine